ClC1=NC(=CC=C1C#N)C1CCC1 2-chloro-6-cyclobutyl-pyridine-3-carbonitrile